OC1=CC=C(C(=O)[O-])C=C1 p-hydroxy-benzoat